(S)-6-methyl-7-tosyl-4-oxa-7-azaspiro[2.5]octane C[C@H]1COC2(CC2)CN1S(=O)(=O)C1=CC=C(C)C=C1